BrC1=CC2=C([N+](=C(S2)C=C2N=C(N(C(=C2)C)C)CCCC[N+](C)(C)C)C)C=C1 6-Bromo-2-((1,6-dimethyl-2-(4-(trimethylammonio)butyl)pyrimidin-4(1H)-ylidene)methyl)-3-methylbenzo[d]thiazol-3-ium